tert-butyl 2-(2-oxoethyl)morpholine-4-carboxylate O=CCC1CN(CCO1)C(=O)OC(C)(C)C